N1C=NC2=C1C=CC(=C2)CNC2=NC=CN=C2C2=CC(=C(C=C2)OC)OC N-(1H-1,3-benzodiazol-5-ylmethyl)-3-(3,4-dimethoxy-phenyl)pyrazin-2-amine